methyl 4-(6-(4-fluorophenyl)-2-phenylimidazo[1,2-a]pyridin-8-yl)benzoate FC1=CC=C(C=C1)C=1C=C(C=2N(C1)C=C(N2)C2=CC=CC=C2)C2=CC=C(C(=O)OC)C=C2